FC=1C=C2C(=C(N(C2=CC1)C1=CC(=C(C=C1)F)C)C(C)C)C1CC2(CC(C2)C(=O)O)C1 6-[5-fluoro-1-(4-fluoro-3-methyl-phenyl)-2-isopropyl-indol-3-yl]Spiro[3.3]Heptane-2-carboxylic acid